BrC1=C(N=CN1C=1C=NC=CC1)C1=CC=C(C=C1)F 3-(5-bromo-4-(4-fluorophenyl)-1H-imidazol-1-yl)pyridine